C(C)(C)(C)N1C=C(C=C1)C(=O)NCC1=NC(=NO1)N1N=C2C(=CC=CC2=C1[C@H]1OC1)N[C@H]1[C@H](CN(CC1)C)F 1-(tert-butyl)-N-((3-(7-(((3S,4R)-3-fluoro-1-methylpiperidin-4-yl)amino)-3-((R)-oxiran-2-yl)-2H-indazol-2-yl)-1,2,4-oxadiazol-5-yl)methyl)-1H-pyrrole-3-carboxamide